(R)-N-(3-(1-((4-methyl-4H-1,2,4-triazol-3-yl)thio)ethyl)phenyl)quinoline-2-carboxamide CN1C(=NN=C1)S[C@H](C)C=1C=C(C=CC1)NC(=O)C1=NC2=CC=CC=C2C=C1